COC=1CC[C@@H](N1)COC (R)-5-methoxy-2-(methoxymethyl)-3,4-dihydro-2H-pyrrole